2,4,5-Trifluoronitrobenzene C1=C(C(=CC(=C1F)F)F)[N+](=O)[O-]